2-hydroxy-4-methyl-2,3,4,6,7,8-hexahydro-5H-chromen-5-one OC1OC=2CCCC(C2C(C1)C)=O